C1=CC=CC=2C3=CC=CC=C3C=CC12 (R)-Phenanthrene